tert-butyl (E)-(2-((4-(5-bromopyrazin-2-yl)-5-oxo-4,5-dihydro-1H-1,2,4-triazol-1-yl)methyl)-3-fluoroallyl)carbamate BrC=1N=CC(=NC1)N1C=NN(C1=O)C\C(\CNC(OC(C)(C)C)=O)=C\F